CN1C(=C(C(C=C1C)=O)O)C(NC(C)=S)C=1OC2=C(N1)C=C(C=C2)Cl 1,6-dimethyl-2-((5-chloro-2-benzoxazolyl)-thioacetamidomethyl)-3-hydroxy-4-pyridone